FC1=CC=C(C(=O)NC)C=C1C 4-fluoro-N,5-dimethylbenzamide